5-(4-((trans-4-morpholinocyclohexyl)amino)-7H-pyrrolo[2,3-d]pyrimidin-5-yl)-N-((R)-1,1,1-trifluoropropan-2-yl)pyrazolo[1,5-a]pyridine-3-carboxamide O1CCN(CC1)[C@@H]1CC[C@H](CC1)NC=1C2=C(N=CN1)NC=C2C2=CC=1N(C=C2)N=CC1C(=O)N[C@@H](C(F)(F)F)C